tert-butyl N-[(1S)-1-(6-cyanopyrazin-2-yl)-3-hydroxy-propyl]-N-hydroxy-carbamate C(#N)C1=CN=CC(=N1)[C@H](CCO)N(C(OC(C)(C)C)=O)O